N-phenyl-N-methylpiperidinium C1(=CC=CC=C1)[N+]1(CCCCC1)C